4,4-diphenylcyclohexadienone C1(=CC=CC=C1)C1(C=CC(C=C1)=O)C1=CC=CC=C1